N-Benzyl-4-phenylpyrimidin-2-amine C(C1=CC=CC=C1)NC1=NC=CC(=N1)C1=CC=CC=C1